N[C@H](C(=O)OCC)[C@H](N1CCCC1)C=1N=C(OC1)Br ethyl (2S,3S)-2-amino-3-(2-bromooxazol-4-yl)-3-(pyrrolidin-1-yl)propanoate